CN1CCC(CC1)NC1=NC=NC2=CC=C(C=C12)C1=CNC2=NC(=CC=C21)NC(C2=CC=NC=C2)=O N-(3-(4-((1-methylpiperidin-4-yl)amino)quinazolin-6-yl)-1H-pyrrolo[2,3-b]pyridin-6-yl)isonicotinamide